1-(((R)-1-(2-cyanoacetyl)piperidin-3-yl)oxy)-4-(1-(cis-3-(dimethylamino)cyclobutyl)-1H-pyrazol-4-yl)-7-isopropoxyisoquinoline-6-carboxamide C(#N)CC(=O)N1C[C@@H](CCC1)OC1=NC=C(C2=CC(=C(C=C12)OC(C)C)C(=O)N)C=1C=NN(C1)[C@@H]1C[C@@H](C1)N(C)C